C12=C(C(CCC1)CC13C(C=C(CC1)C(=O)[O-])O3)O2.[O+2].[Ga+3].[Cu+2].C23=C(C(CCC2)CC21C(C=C(CC2)C(=O)[O-])O1)O3.C31=C(C(CCC3)CC32C(C=C(CC3)C(=O)[O-])O2)O1.C12=C(C(CCC1)CC13C(C=C(CC1)C(=O)[O-])O3)O2.C23=C(C(CCC2)CC21C(C=C(CC2)C(=O)[O-])O1)O3.C31=C(C(CCC3)CC32C(C=C(CC3)C(=O)[O-])O2)O1.C12=C(C(CCC1)CC13C(C=C(CC1)C(=O)[O-])O3)O2 copper-gallium oxygen 4-epoxycyclohexenylmethyl-3,4-epoxycyclohexenate